C(C1=CC=CC=C1)OC1=C(C=C(C=N1)NC=1N=CC2=CC=NC(=C2C1)C#CC=1N=NC(=CC1)OCC1=CC=CC=C1)N1CCN(CC1)C N-[6-benzyloxy-5-(4-methylpiperazin-1-yl)-3-pyridyl]-5-[2-(6-benzyloxypyridazin-3-yl)ethynyl]-2,6-naphthyridin-3-amine